C(C)(C)(C)C=1C=CC(=C(C1)S(=O)(=O)NC(=O)C1=CC2=CC=CC(=C2C=C1)N1N=CC=C1)OC N-((5-(tert-butyl)-2-methoxyphenyl)sulfonyl)-5-(1H-pyrazol-1-yl)-2-naphthamide